5-methylheptan-3-one oxime CC(CC(CC)=NO)CC